CC1=C(C=C(C(=O)NC=2C=C3N(N2)CCC32CC2)C=C1)C#CC=1C=NC=CC1 4-methyl-3-[2-(3-pyridinyl)ethynyl]-N-spiro[5,6-dihydropyrrolo[1,2-b]pyrazole-4,1'-cyclopropane]-2-yl-benzamide